tetrabutylammonium mono-2-ethylhexyl-(2-ethylhexyl)phosphonate C(C)C(CC(C(CCCC)CC)P([O-])([O-])=O)CCCC.C(CCC)[N+](CCCC)(CCCC)CCCC.C(CCC)[N+](CCCC)(CCCC)CCCC